SC1=C(C=CC=C1)NC(=O)N N-(2-mercaptophenyl)urea